Bromo-(tetrahydro-furan-2-yl)-acetaldehyde BrC(C=O)C1OCCC1